benzoimidazole-5-carboxylic acid pyrrolidin-3-ylamide hydrochloride Cl.N1CC(CC1)NC(=O)C1=CC2=C(N=CN2)C=C1